COCCNC(=O)C1=NC=C(N=C1)NC1=NN2C(C=C(C=C2)C=2N(N=CC2OC[C@@H]2N(CC2)C)C)=C1 N-(2-methoxyethyl)-5-[[5-[2-methyl-4-[[(2R)-1-methylazetidin-2-yl]methoxy]pyrazol-3-yl]pyrazolo[1,5-a]pyridin-2-yl]amino]pyrazine-2-carboxamide